benzyl 2-(6-((tert-butoxycarbonyl) amino)-4-(((S)-2-hydroxy-1-phenylethyl) amino) pyridin-3-yl)-3-oxa-1,7-diazaspiro[4.4]non-1-ene-7-carboxylate C(C)(C)(C)OC(=O)NC1=CC(=C(C=N1)C1=NC2(CO1)CN(CC2)C(=O)OCC2=CC=CC=C2)N[C@H](CO)C2=CC=CC=C2